Pentacosa-11,14-dienoic acid C(CCCCCCCCCC=CCC=CCCCCCCCCCC)(=O)O